methyl 4-amino-1-(4-aminophenyl)-7-((2,2,2-trifluoroethyl) amino)-2-oxo-1,2-dihydro-1,8-naphthyridine-3-carboxylate NC1=C(C(N(C2=NC(=CC=C12)NCC(F)(F)F)C1=CC=C(C=C1)N)=O)C(=O)OC